(S)-4-(2-(4-(7,7-difluoro-2-(2-methylazetidin-1-yl)-6,7-dihydro-5H-cyclopenta[d]pyrimidin-4-yl)-2-fluorophenoxy)acetyl)piperazine-1-carboxylic acid tert-butyl ester C(C)(C)(C)OC(=O)N1CCN(CC1)C(COC1=C(C=C(C=C1)C=1C2=C(N=C(N1)N1[C@H](CC1)C)C(CC2)(F)F)F)=O